C(#N)C1=C(C=CC(=C1)F)C1=NC=2N(C(=C1)C)N(CC2C(=O)O)[C@@H](C)C2CC2 (S)-5-(2-cyano-4-fluorophenyl)-N-(1-cyclopropylethyl)-7-methylpyrazolo[1,5-a]Pyrimidine-3-carboxylic acid